FC(CN1CCC(CC1)OC=1C=C(C(=O)N[C@H](C)C=2C=NC(=NC2)C(F)(F)F)C=C(C1)C=1SC(=CN1)C)F 3-{[1-(2,2-difluoroethyl)piperidin-4-yl]oxy}-5-(5-methyl-1,3-thiazol-2-yl)-N-{(1R)-1-[2-(trifluoromethyl)pyrimidin-5-yl]ethyl}benzamide